FC1=CC=C(C=C1)N1CCN(CC1)CC[C@@H]1OC(C2(C1)CCN(CC2)C([C@H](C(C)C)NC(C)=O)=O)=O N-((S)-1-((R)-3-(2-(4-(4-fluorophenyl)piperazin-1-yl)ethyl)-1-oxo-2-oxa-8-azaspiro[4.5]decan-8-yl)-3-methyl-1-oxobutan-2-yl)acetamide